N1CCC(CC1)C=1C(N=C2C=CC=CC12)=O 3-(4-piperidinyl)indol-2-one